C1([C@H](O)[C@@H](O)[C@H](O)[C@H](O1)CO)OC(C(O)C)=O D-glucopyranosyl-lactate